C(=O)NO N-formyl-hydroxylamine